isopropyl (trans-4-(5-(2-(N-(tert-butyl)sulfamoyl)-4-hydroxy-phenyl)thiazol-2-yl)cyclohexyl)carbamate C(C)(C)(C)NS(=O)(=O)C1=C(C=CC(=C1)O)C1=CN=C(S1)[C@@H]1CC[C@H](CC1)NC(OC(C)C)=O